4-[3-(propan-2-yl)-1,2,4-oxadiazol-5-yl]aniline CC(C)C1=NOC(=N1)C1=CC=C(N)C=C1